ClC1=C(C=C(C=C1)NC(=O)NC1=CC(=C(C=C1)F)C(=O)C=1C=C2N=C(C=NC2=CC1)N1CCNCC1)C(F)(F)F 1-(4-chloro-3-(trifluoromethyl)phenyl)-3-(4-fluoro-3-(3-(piperazin-1-yl)quinoxaline-6-carbonyl)phenyl)urea